2-(2-(4-(6-(8-(benzo[d]thiazol-2-ylcarbamoyl)-3,4-dihydroisoquinolin-2(1H)-yl)-2-(tert-butoxycarbonyl)pyridin-3-yl)-3-methylphenoxy)-7-azaspiro[3.5]nonan-7-yl)acetic acid S1C(=NC2=C1C=CC=C2)NC(=O)C=2C=CC=C1CCN(CC21)C2=CC=C(C(=N2)C(=O)OC(C)(C)C)C2=C(C=C(OC1CC3(C1)CCN(CC3)CC(=O)O)C=C2)C